(1S,5S)-6-(4-butylphenyl)-9,9-dimethyl-3,6-diazabicyclo[3.2.2]nonane-3-carboxylic acid tert-butyl ester C(C)(C)(C)OC(=O)N1C[C@@H]2CN([C@H](C1)C(C2)(C)C)C2=CC=C(C=C2)CCCC